1-[4-(3,3-difluoro-1-hydroxycyclobutyl)pyridin-2-yl]-N-(1-methylindazol-7-yl)pyrazole-4-sulfonamide FC1(CC(C1)(O)C1=CC(=NC=C1)N1N=CC(=C1)S(=O)(=O)NC=1C=CC=C2C=NN(C12)C)F